2-(difluoromethoxy)-1-fluoro-4-nitrobenzene FC(OC1=C(C=CC(=C1)[N+](=O)[O-])F)F